1-(5-methoxy-2,2-dimethyl-2H-chromen-6-yl)-3-(2-phenyl-1H-benzo[d]imidazol-5-yl)urea COC1=C2C=CC(OC2=CC=C1NC(=O)NC1=CC2=C(NC(=N2)C2=CC=CC=C2)C=C1)(C)C